6-(1-(4-fluorophenyl)ethyl)-3-methyl-5-((2-(pyrrolidin-1-yl)ethyl)amino)-N-(tetrahydro-2H-pyran-4-yl)pyrazine-2-carboxamide FC1=CC=C(C=C1)C(C)C1=C(N=C(C(=N1)C(=O)NC1CCOCC1)C)NCCN1CCCC1